C1(CC1)C1=C(C(=NO1)C1=C(C=CC=C1)OC(F)(F)F)COC1(C[C@H]2CC[C@@H](C1)N2)C 5-cyclopropyl-4-((((1R,3R,5S)-3-methyl-8-azabicyclo[3.2.1]oct-3-yl)oxy)methyl)-3-(2-(trifluoromethoxy)phenyl)isoxazole